5-bromo-2-fluoro-3-(trifluoromethyl)benzoic acid BrC=1C=C(C(=C(C(=O)O)C1)F)C(F)(F)F